(2S,3R)-3-[(4R)-2',7'-Dimethylspiro[1,3-dioxolane-2,9'-xanthen]-4-yl]-2-(fluorenylmethoxycarbonyl-amino)butyric acid CC1=CC=2C3(C4=CC(=CC=C4OC2C=C1)C)OC[C@H](O3)[C@@H]([C@@H](C(=O)O)NC(=O)OCC3=CC=CC=1C2=CC=CC=C2CC31)C